C1(CCCCC1)C(C(=O)NC1CCCCC1)N1C(=NC2=C1C=C(C=C2)OC)C2=CC(=C(C=C2)Cl)Cl 2,N-dicyclohexyl-2-[2-(3,4-dichloro-phenyl)-6-methoxy-benzimidazol-1-yl]-acetamide